dodecylsulfonic acid tetramethylphosphonium salt C[P+](C)(C)C.C(CCCCCCCCCCC)S(=O)(=O)[O-]